alpha-cyanophenylethene C(#N)C(=C)C1=CC=CC=C1